2-azabicyclo[3.1.1]heptane-1-carboxamide C12(NCCC(C1)C2)C(=O)N